1,1,1-trifluoro-N-[2-(4-oxo-3,4-dihydro-2H-1-benzopyran-7-yl)phenyl]methanesulfonamide FC(S(=O)(=O)NC1=C(C=CC=C1)C1=CC2=C(C(CCO2)=O)C=C1)(F)F